ClCOCC[Si](C)(C)C 2-(Chloromethoxy)ethyl-trimethyl-silane